tert-butyl rel-(4R)-8-methoxy-4-[1-methyl-7-[4-(4-methylpiperazin-1-yl)anilino]-2-oxo-4H-pyrimido[4,5-d]pyrimidin-3-yl]-3,4-dihydro-2H-quinoline-1-carboxylate COC=1C=CC=C2[C@@H](CCN(C12)C(=O)OC(C)(C)C)N1C(N(C2=NC(=NC=C2C1)NC1=CC=C(C=C1)N1CCN(CC1)C)C)=O |o1:7|